di(neodecanoyloxy)dioctyl-tin C(CCCCCC(C)(C)C)(=O)O[Sn](CCCCCCCC)(CCCCCCCC)OC(CCCCCC(C)(C)C)=O